ClC=1SC(=CN1)C(C)O 1-(2-chlorothiazol-5-yl)ethan-1-ol